C(C1=CC=CC=C1)N1CCC(=CC1)OCC1CC(C1)OCC1=CC=CC=C1 1-benzyl-4-(((1r,3r)-3-(benzyloxy)cyclobutyl)methoxy)-1,2,3,6-tetrahydropyridine